C(#N)CC(=O)N[C@H]1C[C@H](CCC1)C(=O)NC1=NC=C(C(=C1)C1=CC2=C(N=CN2C(C)C)C(=C1)F)C (1S,3R)-3-[(2-cyanoacetyl)amino]-N-[4-(7-fluoro-3-isopropyl-benzimidazol-5-yl)-5-methyl-2-pyridyl]cyclohexanecarboxamide